C(=O)(O)C1=CC=C(C=C1)C#CC=1C=C(C2=CC=C3C(=CC(=C4C=CC1C2=C43)C#CC4=CC=C(C=C4)C(=O)O)C#CC4=CC=C(C=C4)C(=O)O)C#CC4=CC=C(C(=O)O)C=C4 4-[2-[3,6,8-tris[2-(4-carboxyphenyl)ethynyl]-pyrene-1-yl]ethynyl]-benzoic acid